FC(=CC(=O)NCCCCCC)S(=O)(=O)C1=CC=C(C)C=C1 3-fluoro-N-hexyl-3-(p-toluenesulfonyl)acrylamide